FC(OC1=CC=C(C=C1)C=1C=CC=2N(C1)C(=NN2)NC2=CC(=C(C(=C2)OC)OC)OC)(F)F 6-(4-(trifluoromethoxy)phenyl)-N-(3,4,5-trimethoxyphenyl)-[1,2,4]triazolo[4,3-a]pyridin-3-amine